C(C)(C)(C)OC(=O)N1CCN(CC1)C=1C2=CN(N=C2C(=CC1F)C(=O)OC)C Methyl 4-[4-(tert-butoxycarbonyl)piperazin-1-yl]-5-fluoro-2-methylindazole-7-carboxylate